3-amino-3-(5-bromo-4-methylpyrimidin-2-yl)-1-methylcyclobutane-1-carbonitrile NC1(CC(C1)(C#N)C)C1=NC=C(C(=N1)C)Br